C(C)N(C(C)C)C(C)C n-ethyldiisopropylamine